ClC=1C=C(CNC2=NC(=NC3=CC=C(C=C23)C=2C(=NOC2C)C)C(=O)NC2CCOCC2)C=CC1 4-((3-chlorobenzyl)amino)-6-(3,5-dimethylisoxazol-4-yl)-N-(tetrahydro-2H-pyran-4-yl)quinazoline-2-carboxamide